3-(5-bromo-3-fluoropyridin-2-yl)-3-hydroxy-1-methyl-cyclobutane-1-carbonitrile BrC=1C=C(C(=NC1)C1(CC(C1)(C#N)C)O)F